(S)-5-chloro-4-(cyclopentylmethoxy)-2-fluoro-N-((3-(piperidin-3-yloxy)azetidin-1-yl)sulfonyl)benzamide ClC=1C(=CC(=C(C(=O)NS(=O)(=O)N2CC(C2)O[C@@H]2CNCCC2)C1)F)OCC1CCCC1